[Na+].CC(C)C=1C=C(C=C(C1)C(F)(F)F)CC(=O)[NH-] 2-[3-(propan-2-yl)-5-(trifluoromethyl)phenyl]acetamide sodium salt